NC1=NC(=CC(=N1)C1=NN(C=C1CC1=C(OCC=O)C=CC=C1)C(F)F)Cl 2-[2-[[3-(2-amino-6-chloro-pyrimidin-4-yl)-1-(difluoromethyl)pyrazol-4-yl]methyl]phenoxy]acetaldehyde